FC=1C=C(C=CC1F)C=1C=C(C=NC1)OC1=CC(=CC(=N1)C#N)OC1CCNCC1 6-{[5-(3,4-difluorophenyl)pyridin-3-yl]oxy}-4-(piperidin-4-yloxy)pyridine-2-carbonitrile